COC1=CC=C(C=N1)C1=NN=C(O1)C(=O)N1[C@H](C2=C(CC1)NC=N2)C2=NN1C(C=CC=C1C(F)(F)F)=C2 (R)-(5-(6-methoxypyridin-3-yl)-1,3,4-oxadiazol-2-yl)(4-(7-(trifluoromethyl)pyrazolo[1,5-a]pyridin-2-yl)-6,7-dihydro-1H-imidazo[4,5-c]pyridin-5(4H)-yl)methanone